(5s,8s)-N-(2-chloro-4-fluorobenzyl)-5-fluoro-8-hydroxy-8-(hydroxymethyl)-5,6,7,8-tetrahydroquinoline-5-carboxamide ClC1=C(CNC(=O)[C@]2(C=3C=CC=NC3[C@@](CC2)(CO)O)F)C=CC(=C1)F